BrC=1C=C2CC(N(C(C2=CC1)=O)C1=CC(=C(C=C1)OCOCCOC)[N+](=O)[O-])C 6-bromo-2-(4-((2-methoxyethoxy)methoxy)-3-nitrophenyl)-3-methyl-3,4-dihydroisoquinolin-1(2H)-one